BrC=1C=C(C2=C(CN(CCO2)CC=2C=NC(=NC2)O)C1)Cl 5-[(7-bromo-9-chloro-3,5-dihydro-2H-1,4-benzoxazepin-4-yl)methyl]pyrimidin-2-ol